O=C1NC(CCC1N1C(C2=CC=CC(=C2C1=O)SCCCCCCN1CCN(CC1)C1CCN(CC1)C1=NC=C(C(=O)N2CCC(CC2)CCCCNC(\C=C\C=2C=NC=CC2)=O)C=C1)=O)=O (E)-N-(4-(1-(6-(4-(4-(6-((2-(2,6-dioxopiperidin-3-yl)-1,3-dioxoisoindolin-4-yl)thio)hexyl)piperazin-1-yl)piperidin-1-yl)nicotinoyl)piperidin-4-yl)butyl)-3-(pyridin-3-yl)acrylamide